O7-benzyl O2-tert-butyl 2,7-diazaspiro[3.5]nonane-2,7-dicarboxylate C1N(CC12CCN(CC2)C(=O)OCC2=CC=CC=C2)C(=O)OC(C)(C)C